CO[C@@H]1CC[C@@]23[C@H](C([C@@](C[C@H]([C@]([C@H]21)([C@@H](CC3)C)C)C(C(=O)[O-])OS(=O)(=O)C3=CC=C(C)C=C3)(C)CCOC)=O)C (3R,3aS,4R,5R,7R,9R,9aR,12R)-3-methoxy-7-(2-methoxyethyl)-4,7,9,12-tetramethyl-8-oxodecahydro-4,9a-propanocyclopenta[8]annulen-5-yl-2-(tosyloxy)acetate